FC1=C(C=C2C=CN(C(C2=C1)=O)CC(C[C@H](C)OC=1C=NNC(C1C(F)(F)F)=O)O)C1=NC=C(C=N1)C(F)(F)F 7-fluoro-2-[(4S)-2-hydroxy-4-[[6-oxo-5-(trifluoromethyl)-1H-pyridazin-4-yl]oxy]pentyl]-6-[5-(trifluoromethyl)pyrimidin-2-yl]isoquinolin-1-one